C(C1=CC=CC=C1)OC(=O)N1CC(C(CC1)=O)CN1C(C2=CC=CC=C2C1=O)=O 3-[(1,3-dioxoisoindolin-2-yl)methyl]-4-oxo-piperidine-1-carboxylic acid benzyl ester